OCC(C1=CC=CC=C1)=NN 2-hydroxyacetophenone hydrazone